N-(2-((2,5-dichloropyrimidin-4-yl)amino)phenyl)-N-(methyl-d3)methanesulfonamide ClC1=NC=C(C(=N1)NC1=C(C=CC=C1)N(S(=O)(=O)C)C([2H])([2H])[2H])Cl